2,5-dimethyl-4-oxo-4,5-dihydrofuran-3-yl acetate C(C)(=O)OC1=C(OC(C1=O)C)C